C(C)OP(=O)(OCC)OC1=CC=C(COC(=O)C(CCC[C@H](N)C(=O)O)N)C=C1 6-(((4-((diethoxyphosphoryl)oxy)benzyl)oxy)carbonyl)lysine